[Cl-].C(CCCCC)(=O)[C@](O)(C[N+](C)(C)C)CC([O-])=O |r| (±)-hexanoylcarnitine chloride